C(#N)C1=C(N=C2N(C1=O)C=C(C=C2[C@@H](C)NC2=C(C(=O)O)C=CC=C2)C)N2CC(C2)(F)F (R)-2-((1-(3-cyano-2-(3,3-difluoroazetidin-1-yl)-7-methyl-4-oxo-4H-pyrido[1,2-a]pyrimidin-9-yl)ethyl)amino)benzoic acid